Bicyclooctane C1(CCCCCCC1)C1CCCCCCC1